BrC1=CC=C(C=C1)C=1C(OC=CC1)OC1OC=CC=C1C1=CC=C(C=C1)Br 4-bromophenylpyranyl ether